boron compound with manganese dioxide [O-2].[O-2].[Mn+2].[B+3]